NC1CCC(CC1)NC1=NC=2N(C(=C1)NC(C)C)N=CC2C#N 5-[(4-aminocyclohexyl)amino]-7-(propan-2-ylamino)pyrazolo[1,5-a]pyrimidine-3-carbonitrile